4-(isopropoxymethyl)-2-methoxyphenol C(C)(C)OCC1=CC(=C(C=C1)O)OC